tert-butyl (3,5-difluoro-4-(trifluoromethoxy)benzyl)(4-(2-oxoethoxy)butyl)carbamate FC=1C=C(CN(C(OC(C)(C)C)=O)CCCCOCC=O)C=C(C1OC(F)(F)F)F